tert-butyl (4-(((2R,3R,4R,5S,6S)-6-((7H-purin-6-yl)amino)-4,5-dihydroxy-2-(hydroxymethyl)tetrahydro-2H-pyran-3-yl)amino)-4-oxobutyl)carbamate N1=CN=C2N=CNC2=C1N[C@@H]1[C@H]([C@@H]([C@H]([C@@H](O1)CO)NC(CCCNC(OC(C)(C)C)=O)=O)O)O